F[C@@H]1C[C@@]2(CC(CN2C1)=C)C(=O)OC methyl (2R,7aS)-2-fluoro-6-methylentetrahydro-1H-pyrrolizin-7a(5H)-formate